3-pentyloctyl 8-((3-((tert-butoxycarbonyl)amino)propyl)amino)octanoate C(C)(C)(C)OC(=O)NCCCNCCCCCCCC(=O)OCCC(CCCCC)CCCCC